[Al].[Y].[Lu] lutetium-yttrium aluminium